C1CCCC1 The molecule is a cycloalkane that consists of five carbons each bonded with two hydrogens above and below the plane. The parent of the class of cyclopentanes. It has a role as a non-polar solvent. It is a member of cyclopentanes, a cycloalkane and a volatile organic compound.